CC(CCC)=NNC(C1=CC=NC=C1)=O isonicotinic acid (1,3-dimethylpropylidene) hydrazide